3-{4-[(2-iodophenyl)sulfamoyl]phenyl}-1-(pyridin-3-ylmethyl)urea IC1=C(C=CC=C1)NS(=O)(=O)C1=CC=C(C=C1)NC(NCC=1C=NC=CC1)=O